(R)-3-(1,4-dimethyl-1H-benzo[d][1,2,3]triazol-5-yl)-3-(3-(((R)-2-ethyl-7-hydroxy-2,3-dihydropyrido[2,3-f][1,4]oxazepin-4(5H)-yl)methyl)-4-methylphenyl)propanoic acid CN1N=NC2=C1C=CC(=C2C)[C@H](CC(=O)O)C2=CC(=C(C=C2)C)CN2C[C@H](OC1=C(C2)N=C(C=C1)O)CC